FC1=C(C(=CC=C1)F)NC(=O)NC1=C(C=C(C(=C1)Cl)OC(C(C(F)(F)F)F)(F)F)Cl N-(2,6-difluorophenyl)-N'-[2,5-dichloro-4-(1,1,2,3,3,3-hexafluoropropoxy)phenyl]urea